4-amino-1-(6-oxo-5,6,7,8-tetrahydronaphthalen-2-yl)pyrimidin-2(1H)-one NC1=NC(N(C=C1)C1=CC=2CCC(CC2C=C1)=O)=O